ClC=1C=C(CCN2C[C@@H](CCCC2)COC2=CC=C(C=C2)S(=O)(=O)C)C=CC1 |o1:8| (R) or (S)-1-(3-chlorophenethyl)-3-((4-(methylsulfonyl)phenoxy)methyl)azepane